(R)-2-(4-cyano-2-methoxyphenoxy)-5-(4-(difluoromethyl)phenyl)-4-methyl-N-(3-(S-methylaminosulfinyl)phenyl)nicotinamide C(#N)C1=CC(=C(OC2=C(C(=O)NC3=CC(=CC=C3)[S@@](=O)NC)C(=C(C=N2)C2=CC=C(C=C2)C(F)F)C)C=C1)OC